CN1N=C(C=C1S(=O)(=O)N1CCC2(CC(C2)N2[C@H]3CO[C@@H](C2)C3)CC1)C(F)(F)F (1R,4R)-5-(7-((1-methyl-3-(trifluoromethyl)-1H-pyrazol-5-yl)sulfonyl)-7-azaspiro[3.5]nonan-2-yl)-2-oxa-5-azabicyclo[2.2.1]heptane